BrC1=C(C(=O)OCOCC[Si](C)(C)C)C=C(C=C1OCOCC[Si](C)(C)C)C#N 2-Trimethylsilylethoxymethyl 2-bromo-5-cyano-3-(2-trimethylsilylethoxymethoxy)-benzoate